FC1=C(C(=CC=2NC(=NC21)C)F)C#C[Si](C)(C)C 4,6-difluoro-2-methyl-5-((trimethylsilyl)ethynyl)-1H-benzo[d]imidazole